2-(6-(4-((6-methoxypyridin-3-yl)methyl)-1,4-diazaheptan-1-yl)pyridin-3-yl)-N-(5-methyl-1H-pyrazol-3-yl)quinazolin-4-amine COC1=CC=C(C=N1)CN(CCNC1=CC=C(C=N1)C1=NC2=CC=CC=C2C(=N1)NC1=NNC(=C1)C)CCC